[C-]1(C=CC=C1)C=1C(=C(C=CC1[N+](=O)[O-])C1=NN=C(N1N)S)C=O.[CH-]1C=CC=C1.[Fe+2] ferrocenyl-formyl-3-p-nitrophenyl-4-amino-5-mercapto-1,2,4-triazole